FC1=C(C=CC(=C1)N1C[C@](CCC1)(CCC1=CC(=CC=C1)C(F)(F)F)N1CCCC1)S(=O)(=O)NC1=NC=NC=C1 (R)-2-fluoro-N-(pyrimidin-4-yl)-4-(3-(pyrrolidin-1-yl)-3-(3-(trifluoromethyl)-phenethyl)piperidin-1-yl)benzenesulfonamide